2-hydroxy-N-((5-(2-((6-methoxy-2-(trifluoromethyl)quinazolin-4-yl)thio)acetyl)thiophen-2-yl)methyl)-2-methylpropanamide OC(C(=O)NCC=1SC(=CC1)C(CSC1=NC(=NC2=CC=C(C=C12)OC)C(F)(F)F)=O)(C)C